ClC=1C=C(C=CC1)C(CO)NC(=O)C=1NC=C(C1)C1=CC(=NC=C1Cl)NC(C)C 4-(5-Chloro-2-isopropylaminopyridin-4-yl)-1H-pyrrole-2-carboxylic acid [1-(3-chlorophenyl)-2-hydroxyethyl] amide